2-furylacrylaldehyde O1C(=CC=C1)C(C=O)=C